17-Hydroxy-pentacosaN OC(CCCCCCCCCCCCCCCC)CCCCCCCC